tetrazole-5-diazonium N1N=NN=C1[N+]#N